2-(1-ethyl-3-methyl-pyrazol-4-yl)-6-[5-[(6-methylpyridazin-3-yl)amino]benzimidazol-1-yl]-3-pyridyl-ethanone C(C)N1N=C(C(=C1)C1=NC(=CC=C1C(C)=O)N1C=NC2=C1C=CC(=C2)NC=2N=NC(=CC2)C)C